CC1=CC2=C(N=C(S2)S)C=C1 6-Methylbenzo[d]thiazole-2-thiol